3-[3-methyl-2-oxo-5-[[4-(4-piperidyloxy)-1-piperidyl]methyl]benzimidazol-1-yl]piperidine CN1C(N(C2=C1C=C(C=C2)CN2CCC(CC2)OC2CCNCC2)C2CNCCC2)=O